Cl.CN(CCCN1CN(C=C1)CC)C 1-(3-dimethylaminopropyl)-3-ethylimidazole hydrochloride